2-(2-fluorophenyl)-6-(1-methylazetidin-3-yl)oxoimidazo[1,2-b]pyridazine-3-carboxylic acid FC1=C(C=CC=C1)C1=NC=2N(N=C(C(C2)=O)C2CN(C2)C)C1C(=O)O